tert-Butyl 3-fluoro-4-(4-nitro-1H-pyrazol-1-yl)piperidine-1-carboxylate FC1CN(CCC1N1N=CC(=C1)[N+](=O)[O-])C(=O)OC(C)(C)C